FC1=C(C=CC(=C1)F)C1=C2C(=NC(=C1)C(=O)OCC)O[C@H](CC2)C ethyl (S)-5-(2,4-difluorophenyl)-2-methyl-3,4-dihydro-2H-pyrano[2,3-b]pyridine-7-carboxylate